di(2-isopropenylphenyl)silane C(=C)(C)C1=C(C=CC=C1)[SiH2]C1=C(C=CC=C1)C(=C)C